benzyl (S)-1-((3,5-bis(trifluoromethyl) phenyl) carbamoyl)-6-azaspiro[2.5]octane-6-carboxylate FC(C=1C=C(C=C(C1)C(F)(F)F)NC(=O)[C@H]1CC12CCN(CC2)C(=O)OCC2=CC=CC=C2)(F)F